(2-(piperazin-1-yl)ethoximino)-[2,3'-biindolinylidene]-5'-carboxylic acid dihydrochloride Cl.Cl.N1(CCNCC1)CCON=C1C(NC2=CC=CC=C12)=C1CNC2=CC=C(C=C12)C(=O)O